BrC1=C(C=C(C=N1)N1C(NC(CC1)=O)=O)F 1-(6-bromo-5-fluoro-3-pyridyl)hexahydropyrimidine-2,4-dione